C(C)(C)(C)OOC(C(C)(C)C)=O peroxypivalic acid-tert-butyl ester